CN1CCN(CC1)C1=CC=C(C=C1)NC=1N=C(C2=C(N1)C=CO2)NC2=C(C=CC=C2)NC(C=C)=O N-{2-[(2-{[4-(4-methylpiperazin-1-yl)phenyl]amino}furo[3,2-d]pyrimidin-4-yl)amino]phenyl}prop-2-enamide